O=C1NC(CCC1N1C(C2=CC=CC(=C2C1=O)NCCOC=1C=C(CNC(=O)C=2SC(=C(N2)C=2C=C3CCN(C3=CC2)C(=O)C2=CN=CN2C)C)C=CC1)=O)=O N-(3-(2-(2-(2,6-dioxopiperidin-3-yl)-1,3-dioxoisoindolin-4-ylamino)ethoxy)benzyl)-5-methyl-4-(1-(1-methyl-1H-imidazole-5-carbonyl)indolin-5-yl)thiazole-2-carboxamide